rac-(2R,3S,4S,5S)-3-(3,4-difluoro-2-methoxy-phenyl)-4,5-dimethyl-tetrahydrofuran-2-carboxylic acid FC=1C(=C(C=CC1F)[C@H]1[C@@H](O[C@H]([C@H]1C)C)C(=O)O)OC |r|